(2S,4R)-N-((R)-3-([1,1'-biphenyl]-4-yl)-1-amino-1-oxopropan-2-yl)-4-hydroxypyrrolidine-2-carboxamide C1(=CC=C(C=C1)C[C@H](C(=O)N)NC(=O)[C@H]1NC[C@@H](C1)O)C1=CC=CC=C1